3-(4-chloro-1-propyl-1H-pyrazol-5-yl)-5-fluorobenzoic acid ClC=1C=NN(C1C=1C=C(C(=O)O)C=C(C1)F)CCC